C=CC(CC=C)O 1,5-hexadiene-3-ol